CN1C(=NC=C1C#N)CN1C[C@H](CC1)N1C(N(C=2C1=NC=CC2)C2=CC=C(C=C2)C2=CC=NC=C2)=O (S)-1-methyl-2-((3-(2-oxo-1-(4-(pyridin-4-yl)phenyl)-1,2-dihydro-3H-imidazo[4,5-b]pyridin-3-yl)pyrrolidin-1-yl)methyl)-1H-imidazole-5-carbonitrile